C(N)(O[C@H](C(=O)NCC1=C(C(=CC=C1)Cl)F)C(O)C(C)(C)C)=O (S)-(tert-butyl 1-((3-chloro-2-fluorobenzyl) amino)-3-hydroxy-1-oxopropan-2-yl) carbamate